[(2S,3R,7S)-3-Cyclobutyl-7-[5-methyl-6-[1-(trifluoromethyl)cyclopropyl]pyrrolo[2,3-b]pyrazin-3-yl]azepan-2-yl]methanol C1(CCC1)[C@@H]1[C@H](N[C@@H](CCC1)C1=CN=C2C(=N1)N(C(=C2)C2(CC2)C(F)(F)F)C)CO